CC(CNCC(C)O)O The molecule is a secondary amino compound that is diethanolamine substituted by methyl groups at positions 1 and 1'. It is a versatile chemical used in a variety of personal care, cosmetic and industrial products. It has a role as a surfactant, an emulsifier and a buffer. It is a secondary amino compound, a secondary alcohol and an aminodiol. It derives from a 1-aminopropan-2-ol.